(4-hydroxy-phenyl)-phosphoric acid OC1=CC=C(C=C1)OP(O)(O)=O